tert-butyl (4S)-2-[4-[2,4-difluoro-6-(2-methoxyethoxy)phenyl]-2-fluoro-7-hydroxy-thieno[2,3-c]pyridin-5-yl]-4-methyl-6,7-dihydro-4H-pyrazolo[1,5-a]pyrazine-5-carboxylate FC1=C(C(=CC(=C1)F)OCCOC)C1=C2C(=C(N=C1C1=NN3C([C@@H](N(CC3)C(=O)OC(C)(C)C)C)=C1)O)SC(=C2)F